((R)-2-amino-2-carboxyethyl) disulfide N[C@@H](CSSC[C@H](N)C(=O)O)C(=O)O